tert-butyl 3-{[trans-2-{[2-(2,4-dimethoxypyridin-3-yl)-1-methylpyrrolo[2,3-c]pyridin-5-yl]carbamoyl}cyclopropyl]methyl}-3,6-diazabicyclo[3.1.1]heptane-6-carboxylate COC1=NC=CC(=C1C1=CC=2C(=CN=C(C2)NC(=O)[C@H]2[C@@H](C2)CN2CC3N(C(C2)C3)C(=O)OC(C)(C)C)N1C)OC